(4-bromophenyl)-6-hydroxyspiro[indoline-2,3'-pyrrolidine] BrC1=CC=C(C=C1)N1CC2(CC1)NC1=CC(=CC=C1C2)O